(S)-8-methoxy-N-methyl-N-(pyrrolidin-3-yl)quinolin-3-amine hydrochloride Cl.COC=1C=CC=C2C=C(C=NC12)N([C@@H]1CNCC1)C